[(7-bromo-5-fluoro-2,3-dihydro-1H-inden-1-yl)oxy](tert-butyl)dimethylsilane BrC=1C=C(C=C2CCC(C12)O[Si](C)(C)C(C)(C)C)F